1,3,4,5-Tetracaffeoylquinic acid C1C(C[C@H](C([C@@H]1OC(=O)/C=C/C2=CC(=C(C=C2)O)O)OC(=O)/C=C/C3=CC(=C(C=C3)O)O)OC(=O)/C=C/C4=CC(=C(C=C4)O)O)(OC(=O)/C=C/C5=CC(=C(C=C5)O)O)C(=O)O